4-butylene sebacate C1(CCCCCCCCC(=O)OCCCCO1)=O